O[C@@]1(C(N(CC1)C)=O)C=1C=NN(C1)C1=CC(=CC=C1)B1OC(C(O1)(C)C)(C)C (R,S)-3-hydroxy-1-methyl-3-(1-(3-(4,4,5,5-tetramethyl-1,3,2-dioxaborolan-2-yl)phenyl)-1H-pyrazol-4-yl)pyrrolidin-2-one